CN1CCN(CC1)CCN1C(C2=CC=CC=C2C1=O)=O 2-(2-(4-methylpiperazin-1-yl)ethyl)isoindoline-1,3-dione